6,8-difluoro-2-oxo-7-(trifluoromethyl)-1,2-dihydroquinoline-3-carboxylic acid FC=1C=C2C=C(C(NC2=C(C1C(F)(F)F)F)=O)C(=O)O